2-[8-(2-chlorophenyl)-7-(4-chlorophenyl)-2,6-dioxo-3H-purin-1-yl]propanoic acid ClC1=C(C=CC=C1)C1=NC=2NC(N(C(C2N1C1=CC=C(C=C1)Cl)=O)C(C(=O)O)C)=O